(trans-3-(2-chloro-4-(trifluoromethyl)phenoxy)cyclobutyl)methyl 6-oxo-7-oxa-2,5-diazaspiro[3.4]octane-2-carboxylate O=C1NC2(CN(C2)C(=O)OC[C@@H]2C[C@H](C2)OC2=C(C=C(C=C2)C(F)(F)F)Cl)CO1